COC(C1=C(N=C(C=C1C)N1CC(N(CC1)C(=O)C=1N=C2C(=NC1)N(CC2(C)C)C2=CC(=C(C(=C2)F)Cl)F)(C)C)C)=O (4-(5-(4-chloro-3,5-difluorophenyl)-7,7-dimethyl-6,7-dihydro-5H-pyrrolo[2,3-b]pyrazine-2-carbonyl)-3,3-dimethylpiperazin-1-yl)-2,4-dimethylnicotinic acid methyl ester